(R)-1-tert-Butoxycarbonyl-2-(4-ethoxy-3,4-dioxobutyryl)pyrrolidine C(C)(C)(C)OC(=O)N1[C@H](CCC1)C(CC(C(=O)OCC)=O)=O